2-cyclopropyl-4-(difluoromethyl)-5-(tributylstannyl)thiazole C1(CC1)C=1SC(=C(N1)C(F)F)[Sn](CCCC)(CCCC)CCCC